C(CC(O)(C(=O)O)CC(=O)O)(=O)O.C(C)OCC1(CCN(CC1)CC=1C=CC2=C(NC(O2)=O)C1)CCC1=CC=CC=C1 5-((4-(ethoxymethyl)-4-phenethylpiperidin-1-yl)methyl)benzo[d]oxazol-2(3H)-one citrate